FC1=CC=C(C=N1)NC(O[C@H](C)[C@H](C)OC1=CC2=C(N=C(S2)C=2C=C(C=C3C=C(C=NC23)OC)Cl)C=C1F)=O (2R,3S)-3-((2-(6-chloro-3-methoxyquinolin-8-yl)-5-fluorobenzo[d]thiazol-6-yl)oxy)butan-2-yl (6-fluoropyridin-3-yl)carbamate